N=1N=CN2C1C=CC=C2CCC[C@H]2C[C@@H]1N(CCN(C1)C1=NC=C(C#N)C=C1)C2=O 6-((7S,8aS)-7-(3-([1,2,4]triazolo[4,3-a]pyridin-5-yl)propyl)-6-oxohexahydropyrrolo[1,2-a]pyrazin-2(1H)-yl)nicotinonitrile